5-fluoro-2-fluorobenzoic acid methyl ester COC(C1=C(C=CC(=C1)F)F)=O